COC=1C=C(CN2C[C@@H](C[C@H](C2)C2=CC=C(C=C2)C(F)(F)F)CC(=O)OC)C=C(C1)C(F)(F)F methyl 2-((3S,5S)-1-(3-methoxy-5-(trifluoromethyl)benzyl)-5-(4-(trifluoromethyl)phenyl)piperidin-3-yl)acetate